O[C@H]1CC2C[C@@H](CC[C@@]2([C@H]2CC[C@@]3([C@H](CC[C@H]3C12)[C@H](C)CCC(NCCS(=O)(=O)O)=O)C)C)OC(CCCC(=O)O)=O 5-(((3R,7S,9S,10S,13R,14S,17R)-7-hydroxy-10,13-dimethyl-17-((R)-5-oxo-5-((2-sulfoethyl)amino)pentan-2-yl)hexadecahydro-1H-cyclopenta[a]phenanthren-3-yl)oxy)-5-oxopentanoic acid